1-ethyl-1-(5-hydroxypentyl)pyrrolidine-1-ium C(C)[N+]1(CCCC1)CCCCCO